C(C)(C)(C)OC(=O)N1C2CN(CC1CC2)C2=C(C=1CCC(CC1C(=C2)F)N)C#N 3-(6-amino-1-cyano-4-fluoro-5,6,7,8-tetrahydronaphthalen-2-yl)-3,8-diazabicyclo[3.2.1]octane-8-carboxylic acid tert-butyl ester